C1(=CC=CC=C1)C(C)C1=C(C(=CC(=C1)C(C)C1=CC=CC=C1)C(C)C1=CC=CC=C1)O 2,4,6-tris(1-phenylethyl)-phenol